2-(2-chlorophenyl)-7-hydroxy-8-((3S,4R)-3-hydroxy-1-methylpiperidin-4-yl)-4-oxo-4H-chromen-5-yl methyl carbonate C(OC1=C2C(C=C(OC2=C(C(=C1)O)[C@@H]1[C@@H](CN(CC1)C)O)C1=C(C=CC=C1)Cl)=O)(OC)=O